The molecule is a nucleotide-sugar oxoanion obtained by deprotonation of the diphosphate OH groups of TDP-actinospectose; major species at pH 7.3. It has a role as a bacterial metabolite. It is a conjugate base of a TDP-actinospectose. C[C@@H]1CC(=O)[C@H]([C@H](O1)OP(=O)([O-])OP(=O)([O-])OC[C@@H]2[C@H]([C@H]([C@@H](O2)N3C=C(C(=O)NC3=O)C)O)O)O